methyl 8-(4-(bis(4-fluorophenyl) methyl) piperazin-1-yl)-7-cyano-5-methyl-6-oxo-5,6-dihydro-1,5-naphthyridine-2-carboxylate FC1=CC=C(C=C1)C(N1CCN(CC1)C1=C(C(N(C=2C=CC(=NC12)C(=O)OC)C)=O)C#N)C1=CC=C(C=C1)F